6-(2-amino-5-(4-(4-cyclobutylpiperazin-1-yl)-3-((dimethylamino)methyl)phenyl)-6-fluoropyridin-3-yl)-7-fluoro-3,4-dihydroisoquinolin-1(2H)-one NC1=NC(=C(C=C1C=1C=C2CCNC(C2=CC1F)=O)C1=CC(=C(C=C1)N1CCN(CC1)C1CCC1)CN(C)C)F